N[C@@H]1CN(C[C@H]1C1=CC=CC=C1)C(=O)OC(C)(C)C |r| tert-Butyl (±)-trans-3-amino-4-phenylpyrrolidine-1-carboxylate